1-cyano-N-(1-(4-methoxyphenyl)-2-oxo-2-((4-(trimethylsilyl)phenyl)amino)ethyl)-N-methylcyclopropane-carboxamide C(#N)C1(CC1)C(=O)N(C)C(C(NC1=CC=C(C=C1)[Si](C)(C)C)=O)C1=CC=C(C=C1)OC